Quinoline-8-carbonitrile N1=CC=CC2=CC=CC(=C12)C#N